C(=O)C1=CC=CC=2C1=NOC2C(=O)OCC ethyl 7-formylbenzo[c]isoxazole-3-carboxylate